O1C(CCCC1)OCCCC1=NC=CC=N1 2-(3-tetrahydropyran-2-yloxypropyl)pyrimidine